(R)-2-Methyl-3-(6-(trifluoromethyl)pyridin-3-yl)propyl methanesulfonate CS(=O)(=O)OC[C@@H](CC=1C=NC(=CC1)C(F)(F)F)C